pyrimidinyl-furanone N1=C(N=CC=C1)C1C(OC=C1)=O